tert-butyl (4-methylthiazol-2-yl)carbamate CC=1N=C(SC1)NC(OC(C)(C)C)=O